N-[(E)-5-isoxazol-3-yloxypent-3-enyl]-5-[4-(trifluoromethyl)phenyl]naphthalene-2-carboxamide O1N=C(C=C1)OC/C=C/CCNC(=O)C1=CC2=CC=CC(=C2C=C1)C1=CC=C(C=C1)C(F)(F)F